N-Methyl-5-(7-(1-methyl-1H-pyrazol-4-yl)-6-phenoxyimidazo[1,2-b]pyridazin-3-yl)nicotinamide CNC(C1=CN=CC(=C1)C1=CN=C2N1N=C(C(=C2)C=2C=NN(C2)C)OC2=CC=CC=C2)=O